N1C(=NC2=C1C=CC=C2)C2=CC(=NN2CC2=CC=C(C=C2)OC)NC(=O)C=2OC=CC2 N-[5-(1H-benzimidazol-2-yl)-1-[(4-methoxyphenyl)methyl]-pyrazol-3-yl]furan-2-carboxamide